BrC=1C=NN(C1C(=O)O)[C@H](CNC1=CC=C(C=C1)C(F)(F)F)C 4-bromo-1-{(2S)-1-[4-(trifluoromethyl)anilino]propan-2-yl}-1H-pyrazole-5-carboxylic acid